1,4-bis[4-(4-aminophenoxy)phenyl]butane NC1=CC=C(OC2=CC=C(C=C2)CCCCC2=CC=C(C=C2)OC2=CC=C(C=C2)N)C=C1